p-chloro-benzoyl chloride ClC1=CC=C(C(=O)Cl)C=C1